CN1N=C(C(=C1)C(=O)N1[C@H](CN(CC1)C1=NC(=NC=C1)C1=CN=C2N1C=C(C=C2)C(F)(F)F)C)C (S)-(1,3-dimethyl-1H-pyrazol-4-yl)(2-methyl-4-(2-(6-(trifluoromethyl)imidazo[1,2-a]pyridin-3-yl)pyrimidin-4-yl)piperazin-1-yl)methanone